4-ethynyl-2,5-bis(hexyloxy)-benzaldehyde C(#C)C1=CC(=C(C=O)C=C1OCCCCCC)OCCCCCC